COC1=CC=C(C=C1)CCCN 3-(4-methoxyphenyl)propylamine